ClC=1C(=NC(=CN1)C=C)N 3-chloro-6-vinylpyrazin-2-amine